C(C)(=O)C1C2C(C3C(C(C(C1C3)O)C2)O)O 2-acetyl-adamantane-4,6,8-triol